1-(3-Hydroxy-4-phenoxyphenyl)-3-(3-methylphenyl)-1,3,5-triazine-2,4,6-trione OC=1C=C(C=CC1OC1=CC=CC=C1)N1C(N(C(NC1=O)=O)C1=CC(=CC=C1)C)=O